C(C1=CC=CC=C1)N1CCC(CC1)CNC(CCC1=CC=C(C(=O)NO)C=C1)=O 4-(3-(((1-benzylpiperidin-4-yl)methyl)amino)-3-oxopropyl)-N-hydroxybenzamide